5-((6-ethyl-3-methyl-3,4-dihydroquinolin-1(2H)-yl)sulfonyl)-2-((tetrahydro-2H-pyran-4-yl)methoxy)benzyl Alcohol C(C)C=1C=C2CC(CN(C2=CC1)S(=O)(=O)C=1C=CC(=C(CO)C1)OCC1CCOCC1)C